CC1(C=CC=2C=C3C4=C(N(C3=CC2O1)C)C1=C(OC4)C=CC=C1)C 10,10,13-trimethyl-10,13-dihydro-6H-benzopyrano[4,3-b]pyrano[3,2-f]indole